C1(CC1)C=1N=NN(C1)[C@H](C(=O)N1[C@@H](C[C@H](C1)O)C(=O)NCCN1CC(NCC1)=O)C(C)(C)C (2S,4R)-1-[(2S)-2-(4-cyclopropyltriazol-1-yl)-3,3-dimethyl-butanoyl]-4-hydroxy-N-[2-(3-oxopiperazin-1-yl)ethyl]pyrrolidine-2-carboxamide